1,4-diamino-2-methoxy-5-methyl-benzene NC1=C(C=C(C(=C1)C)N)OC